N[C@H]1CC[C@H](CC1)C(=O)N(C)C cis-4-amino-N,N-dimethylcyclohexane-1-carboxamide